CN(C(OC(C)(C)C)=O)[C@H](C(NCCC1=CC=C(C=C1)C1=CC=C(C=C1)OC(F)(F)F)=O)CCC (S)-tert-butyl methyl(1-oxo-1-((2-(4'-(trifluoromethoxy)-[1,1'-biphenyl]-4-yl)ethyl)amino)pentan-2-yl)carbamate